[Si](C)(C)(C(C)(C)C)OCC1(CCCC1)CN1N=C(C=2C=NC(=CC21)Cl)N2C[C@@H](CC2)CS(=O)(=O)C2CC2 (R)-1-((1-(((tert-butyldimethylsilyl)oxy)methyl)cyclopentyl)methyl)-6-chloro-3-(3-((cyclopropylsulfonyl)methyl)pyrrolidin-1-yl)-1H-pyrazolo[4,3-c]pyridine